Ethyl-((3-((4,5-dimethylthiazol-2-yl) carbamoyl)-2-methylphenyl) amino) octanoate C(CCCCCCC)(=O)ON(C1=C(C(=CC=C1)C(NC=1SC(=C(N1)C)C)=O)C)CC